1,4-diphenylethoxynaphthalene C1(=CC=CC=C1)C(C)OC1=CC=C(C2=CC=CC=C12)C1=CC=CC=C1